N-(2-oxo-2-(4-(5-(trifluoromethyl)-1,2,4-oxadiazol-3-yl)phenyl)ethyl)pyrimidine-5-carboxamide O=C(CNC(=O)C=1C=NC=NC1)C1=CC=C(C=C1)C1=NOC(=N1)C(F)(F)F